N-(2-methyl-3-nitrophenyl)-4-(N-(o-tolyl)sulfamoyl)benzamide CC1=C(C=CC=C1[N+](=O)[O-])NC(C1=CC=C(C=C1)S(NC1=C(C=CC=C1)C)(=O)=O)=O